OC1=C2[C@H]3[C@H](C(OC2=CC(=C1)C(C(=O)O)(C)C)(C)C)CC[C@@H](C3)O 2-((6aR,9S,10aR)-6a,7,8,9,10,10a-hexahydro-1,9-dihydroxy-6,6-dimethyl-6H-benzo[c]chromen-3-yl)-2-methylpropanoic acid